tri-tert-butyl triacetate formate C(=O)O.C(C)(=O)OC(C)(C)C.C(C)(=O)OC(C)(C)C.C(C)(=O)OC(C)(C)C